4,4,5,5-tetramethyl-2-(2-methyl-1,3-benzothiazol-6-yl)-1,3,2-dioxaborolane CC1(OB(OC1(C)C)C1=CC2=C(N=C(S2)C)C=C1)C